C(C)(C)C1=CC=C2C(C=3C=CC(=CC3C(C2=C1)=O)[S+](C1=CC=CC=C1)C1=CC=CC=C1)=S 7-isopropyl-9-oxo-10-thioxo-9,10-dihydro-anthracene-2-yldiphenylsulfonium